[Ethynyl]silane C(#C)[SiH3]